COC1=C(C=C2C(=NC=NC2=C1)O)OC(C)(C)C1=C(C=NC=C1)C 7-methoxy-6-((2-(3-methylpyridin-4-yl)propan-2-yl)oxy)quinazolin-4-ol